P(=O)(OCCCC)(OCCCCCCCCCCCC)[O-] n-butyl dodecyl phosphate